ethyl-(6-hydroxyhexyl)dimethylammonium C(C)[N+](C)(C)CCCCCCO